(2R)-2-amino-3-cyclobutyl-propan-1-ol N[C@@H](CO)CC1CCC1